methyl methacrylate (3-ethyloxetan-3-yl)methyl-acrylate C(C)C1(COC1)COC(C=C)=O.C(C(=C)C)(=O)OC